(4-(1H-pyrazol-1-yl)piperidin-1-yl)(6-(benzo[d]thiazol-2-ylmethoxy)-7-fluoro-4-(piperidine-1-carbonyl)quinolin-2-yl)methanone N1(N=CC=C1)C1CCN(CC1)C(=O)C1=NC2=CC(=C(C=C2C(=C1)C(=O)N1CCCCC1)OCC=1SC2=C(N1)C=CC=C2)F